COC(=O)C1=C(C=C(C=C1)C1=CC=CC=C1)N1C(C2=CC=C(C=C2C1=O)C1=NN=NN1)=O 3-[1,3-Dioxo-5-(1H-tetrazol-5-yl)-1,3-dihydroisoindol-2-yl]biphenyl-4-carboxylic acid methyl ester